(1R,2S,5R)-p-menthane-3-carboxamide [C@@H]1(CC(C(CC1)C(C)C)C(=O)N)C